FC1(CCN(CC1)C=1N=C(C=C2C=CC(=NC12)OC)C=1C(=C(C(=O)N)C=CC1NS(=O)(=O)CCO)N1CCC2(CC2)CC1)F (8-(4,4-difluoropiperidin-1-yl)-2-methoxy-1,7-naphthyridin-6-yl)-4-(2-hydroxyethylsulfonylamino)-2-(6-azaspiro[2.5]oct-6-yl)benzamide